S1C(=CC=C1)C1=NC=CC=C1[Ir](C=1C(=NC=CC1)C=1SC=CC1)C=1C(=NC=CC1)C=1SC=CC1 tris{2-(2-thiophenyl)pyridyl}iridium